3-((3-(3,5-dibromophenyl)oxetan-3-yl)methyl)-4-methyl-4H-1,2,4-triazole BrC=1C=C(C=C(C1)Br)C1(COC1)CC1=NN=CN1C